2-methylpropan-2-yl (pyrrol-1-yloxy)carboxylate tert-butyl-N-[6-[[(1R)-1-(hydroxymethyl)-2-[1-(trifluoromethyl)cyclopropyl]ethyl]amino]spiro[3.3]heptan-2-yl]carbamate C(C)(C)(C)OC(NC1CC2(C1)CC(C2)N[C@H](CC2(CC2)C(F)(F)F)CO)=O.N2(C=CC=C2)OC(=O)OC(C)(C)C